7-bromo-4-methyl-1,2,3,4-tetrahydronaphthalen-1-amine BrC1=CC=C2C(CCC(C2=C1)N)C